tert-butyl N-[3-({[3-(2,4-dihydroxyphenyl)oxetan-3-yl]amino}methyl)-2-fluorophenyl]carbamate OC1=C(C=CC(=C1)O)C1(COC1)NCC=1C(=C(C=CC1)NC(OC(C)(C)C)=O)F